6-(1-methyl-1H-pyrazol-4-yl)-1-[[6-(1-methyl-1H-pyrazol-4-yl)imidazo[1,2-a]pyridin-3-yl]sulfonyl]-1H-pyrazolo[4,3-b]pyridine CN1N=CC(=C1)C=1C=C2C(=NC1)C=NN2S(=O)(=O)C2=CN=C1N2C=C(C=C1)C=1C=NN(C1)C